FC=1C=C(C=2C(C1)=NC1=C(C(C(OC12)=O)C(F)(F)F)C1=CC=CC=C1)C 7-fluoro-9-methyl-4-phenyl-3-trifluoromethyl-indolopyranone